4-(4-Bromo-2-oxo-2,3-dihydro-1H-1,3-benzodiazol-1-yl)-N-(5,6-dichloropyridin-3-yl)piperidine-1-carboxamide BrC1=CC=CC=2N(C(NC21)=O)C2CCN(CC2)C(=O)NC=2C=NC(=C(C2)Cl)Cl